N-(2-chlorophenyl)-N-methyl-2-(((6-methyl-4-oxo-3,4-dihydroquinazolin-2-yl)methyl)(propyl)amino)acetamide ClC1=C(C=CC=C1)N(C(CN(CCC)CC1=NC2=CC=C(C=C2C(N1)=O)C)=O)C